3,5-Diallylbenzylbromide C(C=C)C=1C=C(CBr)C=C(C1)CC=C